3-fluoro-6-methylbenzene-1,2-diamine FC1=C(C(=C(C=C1)C)N)N